ClC1=NN2C(N=CC3=C2C(C[C@H]3C(=O)NC=3C=NC(=C(C3)C(F)F)C(NC3CC3)=O)(C)C)=C1 (R)-2-chloro-N-(6-(cyclopropylcarbamoyl)-5-(difluoromethyl)pyridin-3-yl)-8,8-dimethyl-7,8-dihydro-6H-cyclopenta[e]pyrazolo[1,5-a]pyrimidine-6-carboxamide